(3,3-dimethylbutyl)-4-(pyridin-3-yl)-1H-imidazole-1-carboxamide CC(CCC=1N(C=C(N1)C=1C=NC=CC1)C(=O)N)(C)C